2-[(methylsulfamoylamino)methyl]-5,6,7,8-tetrahydro-4H-pyrazolo[1,5-a][1,4]diazepine CNS(=O)(=O)NCC1=NN2C(CNCCC2)=C1